C(C1=CC=CC=C1)OCC(=O)N1CCCC2=NC(=CC=C12)C1=NN(C2=CC(=C(C=C12)F)F)C1OCCCC1 2-(benzyloxy)-1-[6-[5,6-difluoro-1-(oxan-2-yl)indazol-3-yl]-3,4-dihydro-2H-1,5-naphthyridin-1-yl]ethanone